Cl.O[C@@H]1[C@@H](NCC1)C(=O)O (2R,3S)-3-hydroxypyrrolidine-2-carboxylic acid hydrochloric acid salt